Tert-butyl (4-bromo-2-fluorophenyl)(methyl)carbamate BrC1=CC(=C(C=C1)N(C(OC(C)(C)C)=O)C)F